3-(isoquinolin-4-yl)-1-(5-methoxy-2-(trifluoromethyl)pyrimidin-4-yl)-2-oxoimidazolidine-4-carbonitrile C1=NC=C(C2=CC=CC=C12)N1C(N(CC1C#N)C1=NC(=NC=C1OC)C(F)(F)F)=O